C(C)(C)(C)O[Si](Cl)(OC(C)(C)C)OC(C)(C)C tri(t-butoxy)chlorosilane